OC1=C(N(C=CC1=O)C)C 3-hydroxy-1,2-dimethyl-4(1H)-pyridinone